ClC1=CC=C(C=C1)C1=NN=C(O1)CNC(=O)[C@H]1N(C[C@@H](C1)O)C([C@H](C(C)(C)C)N1N=NC(=C1)C1CC1)=O (2S,4R)-N-[[5-(4-chlorophenyl)-1,3,4-oxadiazol-2-yl]methyl]-1-[(2S)-2-(4-cyclopropyltriazol-1-yl)-3,3-dimethyl-butanoyl]-4-hydroxy-pyrrolidine-2-carboxamide